1-(2-(3-chloro-4-(9-(3-chlorobenzyl)-6-(1-methylcyclopropoxy)-9H-purin-8-yl)phenoxy)ethyl)cyclopropane-1-carboxylic acid ClC=1C=C(OCCC2(CC2)C(=O)O)C=CC1C=1N(C2=NC=NC(=C2N1)OC1(CC1)C)CC1=CC(=CC=C1)Cl